Cl(=O)(=O)(=O)[O-].C[N+](=C1C=CC(C=C1)=C(C=CC=C(C1=CC=C(C=C1)N(C)C)C1=CC=C(C=C1)N(C)C)C1=CC=C(C=C1)N(C)C)C Dimethyl{4-[1,5,5-tris(4-dimethylaminophenyl)-2,4-pentadienylidene]-2,5-cyclohexadien-1-ylidene}ammonium perchlorate